(±)-cis-N-(8-chloro-6-(5-isopropyl-1-(tetrahydro-2H-pyran-2-yl)-1H-pyrazol-4-yl)isoquinolin-3-yl)-2-fluorocyclopropanecarboxamide ClC=1C=C(C=C2C=C(N=CC12)NC(=O)[C@H]1[C@H](C1)F)C=1C=NN(C1C(C)C)[C@@H]1OCCCC1 |&1:26|